3-(4-(5-chloro-1-(tetrahydro-2H-pyran-2-yl)-1H-indazol-6-yl)-1,4-diazepan-1-yl)oxetane-3-carbonitrile ClC=1C=C2C=NN(C2=CC1N1CCN(CCC1)C1(COC1)C#N)C1OCCCC1